S1C=NC2=C1C=CC=C2C2=NSC(=C2C2CC2)C(=O)NC2=CC(=CC=C2)C(F)(F)F 3-(BENZO[D]THIAZOL-4-YL)-4-CYCLOPROPYL-N-(3-(TRIFLUOROMETHYL)PHENYL)ISOTHIAZOLE-5-CARBOXAMIDE